C(C)(=O)OCCCCCCCC\C=C\C=C/CC (E,Z)-9,11-Tetradecadienyl acetate